tert-butyl (4-(cyclopropylbuta-1,3-diyn-1-yl)benzyl)carbamate C1(CC1)C#CC#CC1=CC=C(CNC(OC(C)(C)C)=O)C=C1